C1=C(C=CC2=CC=CC=C12)N(C1=CC=C(C=C1)C1=CC=C(C=C1)N(C1=CC=CC=C1)C1=CC2=CC=CC=C2C=C1)C1=CC=CC=C1 N,N'-bis(naphthalene-2-yl)-N,N'-bis(phenyl)biphenyl-4,4'-diamine